α-tocopherol nicotinate CC1=C(C(=C(C2=C1O[C@](CC2)(C)CCC[C@H](C)CCC[C@H](C)CCCC(C)C)C)OC(=O)C3=CN=CC=C3)C